CN1C=C(C2=CC=CC=C12)CNCC1CCN(CC1)C1=NC=C(C=N1)C(=O)O 2-(4-((((1-Methyl-1H-indol-3-yl)methyl)amino)methyl)piperidin-1-yl)pyrimidine-5-carboxylic acid